endo-bicyclo[2.2.1]heptane-2,3-dicarboxylate C12C(C(C(CC1)C2)C(=O)[O-])C(=O)[O-]